tert-butyl (1S,3R,4S,5R)-5-[[4-cyclopropyl-1-(2,6-dichlorophenyl)-1H-pyrazol-5-yl]methoxy]-3-methyl-2-azabicyclo[2.2.1]heptane-2-carboxylate C1(CC1)C=1C=NN(C1CO[C@H]1[C@@H]2[C@H](N([C@H](C1)C2)C(=O)OC(C)(C)C)C)C2=C(C=CC=C2Cl)Cl